CN(C1=CC=C(C=C1)C12CCC(CC1)(CC2)CN(C(=O)C2CCCCC2)C=2C=C(C=CC2)/C=C/C(=O)OC)C methyl (E)-3-(3-(N-((4-(4-(dimethylamino)phenyl)bicyclo[2.2.2]octan-1-yl)methyl)cyclohexanecarboxamido) phenyl)acrylate